FC=1C=C(C=CC1)CSSCC1=CC(=CC=C1)F bis[(3-fluorophenyl) methyl] disulfide